O1C2C(CC1)(CCCCC2)C(=O)O octahydro-3aH-cyclohepta[b]furan-3a-carboxylic acid